CO\N=C\C1=C(C(=C(C(=C1O)C\C=C(\C=C\[C@@]1([C@H](/C(/CC[C@H]1C)=N/OC)C)C)/C)OCF)Cl)C (E)-3-chloro-4-(fluoromethoxy)-6-hydroxy-5-((2E,4E)-5-((1R,2R,6R,E)-3-(methoxyimino)-1,2,6-trimethylcyclohexyl)-3-methylpenta-2,4-dien-1-yl)-2-methylbenzaldehyde O-methyloxime